ethyl 1-(4-cyanophenyl)-1H-pyrazole-4-carboxylate C(#N)C1=CC=C(C=C1)N1N=CC(=C1)C(=O)OCC